CO[C@H]1CN(C[C@@H]1NC(=O)NCCCCCCCCCCCCC)C=1OC(=CN1)C1=CC=C(C(=O)OC)C=C1 methyl 4-(2-((3S,4S)-3-methoxy-4-(3-tridecylureido)pyrrolidin-1-yl)oxazol-5-yl)benzoate